O=C1N(C(C2=CC=CC=C12)=O)CCCC(=O)O 4-(1,3-dioxoisoindolin-2-yl)butyric acid